sodium lauryl isocyanate C(CCCCCCCCCCC)N=C=O.[Na]